(1,3-bis[3,5-di(pyridin-3-yl)phenyl])Benzene N1=CC(=CC=C1)C=1C=C(C=C(C1)C=1C=NC=CC1)C1=CC(=CC=C1)C1=CC(=CC(=C1)C=1C=NC=CC1)C=1C=NC=CC1